BrC#CCOCCOCCNC(OC(C)(C)C)=O tert-butyl (2-(2-((3-bromoprop-2-yn-1-yl)oxy)ethoxy)ethyl)carbamate